(6-amino-2-cyclopropylpyrimidin-4-yl)-1λ6-thiomorpholine-1,1-dione NC1=CC(=NC(=N1)C1CC1)N1CCS(CC1)(=O)=O